2-((2-((6,7-dihydro-5H-pyrazolo[5,1-b][1,3]oxazin-3-yl)amino)-5-(trifluoromethyl)pyridin-4-yl)amino)-N-methoxybenzamide N1=CC(=C2OCCCN21)NC2=NC=C(C(=C2)NC2=C(C(=O)NOC)C=CC=C2)C(F)(F)F